(R)-5-(2-(3-Chloro-4-cyanophenyl)-3-methyl-2,8-diazaspiro[4.5]decan-8-yl)pyrazine-2-carboxylic acid ClC=1C=C(C=CC1C#N)N1CC2(C[C@H]1C)CCN(CC2)C=2N=CC(=NC2)C(=O)O